(3S)-7-((2S,5R)-4-acryloyl-2,5-dimethyl-piperazin-1-yl)-9-chloro-10-(2,4-di-fluorophenyl)-3-((3,3-difluoropyrrolidin-1-yl)methyl)-2H-[1,4]-oxazino[2,3,4-ij]-quinazolin-5(3H)-one C(C=C)(=O)N1C[C@@H](N(C[C@H]1C)C1=NC(N2C3=C(C(=C(C=C13)Cl)C1=C(C=C(C=C1)F)F)OC[C@@H]2CN2CC(CC2)(F)F)=O)C